7-methoxy-4-(3-methoxy-5-((tetrahydrofuran-3-yl)oxy)phenoxy)quinoline-6-carboxamide COC1=C(C=C2C(=CC=NC2=C1)OC1=CC(=CC(=C1)OC1COCC1)OC)C(=O)N